7-(7,7-difluoro-5-azaspiro[2.4]heptan-5-yl)-5-(2,4-dimethoxypyrimidin-5-yl)pyrazolo[1,5-a]pyrimidine FC1(CN(CC12CC2)C2=CC(=NC=1N2N=CC1)C=1C(=NC(=NC1)OC)OC)F